methyl 5-fluoro-2-((4-fluoro-2-methylphenyl)-amino)-4-(tri-fluoromethoxy)-benzoate FC=1C(=CC(=C(C(=O)OC)C1)NC1=C(C=C(C=C1)F)C)OC(F)(F)F